(±)-endo-(4-(3-(aminomethyl)phenyl)piperidin-1-yl)(5,6-anti-dihydroxybicyclo[2.2.2]octan-2-yl)methanone NCC=1C=C(C=CC1)C1CCN(CC1)C(=O)C1C2C(C(C(C1)CC2)O)O